(4-(tert-Butyl)-1H-1,2,3-triazole-1-carbonyl)-L-lysine C(C)(C)(C)C=1N=NN(C1)C(=O)N[C@@H](CCCCN)C(=O)O